BrCCCCN1C2=CC=C(C=C2C=2C=C(C=CC12)C1=CSC=C1)C1=CSC=C1 9-(4-Bromobutyl)-3,6-di(thiophen-3-yl)-9H-carbazole